4-chloro-6-(difluoromethoxy)-5-fluoronicotinic acid ClC1=C(C(=NC=C1C(=O)O)OC(F)F)F